C1(=CC=CC=C1)C(C=1C2=C(C(N(C1)C)=O)N(C=C2)S(=O)(=O)C2=CC=C(C)C=C2)C2=CC=CC=C2 4-Diphenylmethyl-6-methyl-1-tosyl-1,6-dihydro-7H-pyrrolo[2,3-c]pyridin-7-one